5-fluoro-3-phenyl-2-(2,2,2-trifluoroethyl)benzofuran FC=1C=CC2=C(C(=C(O2)CC(F)(F)F)C2=CC=CC=C2)C1